The molecule is a macrolide that is the 7-oxo derivative of zeaenol (the 5Z stereoisomer). Isolated from Fungi, it exhibits cytotoxic, antibacterial and inhibitory activity against NF-kappaB. It has a role as a metabolite, an antibacterial agent, an antineoplastic agent and a NF-kappaB inhibitor. It is an aromatic ether, a macrolide, a member of phenols, a secondary alcohol and a secondary alpha-hydroxy ketone. C[C@H]1C/C=C\\C(=O)[C@H]([C@H](C/C=C/C2=C(C(=CC(=C2)OC)O)C(=O)O1)O)O